COC1CN(C2=CC=CC=C2C1)C(=O)C=1C=NC=C(C1)N1N=NC=C1 (3,4-dihydro-3-methoxy-1(2H)-quinolinyl)[5-(1H-1,2,3-triazol-1-yl)-3-pyridinyl]-methanone